3-chloro-2-(trifluoromethyl)benzaldehyde ClC=1C(=C(C=O)C=CC1)C(F)(F)F